3-chloro-N-((1S,2R)-2-hydroxycyclopentyl)benzenesulfonamide ClC=1C=C(C=CC1)S(=O)(=O)N[C@@H]1[C@@H](CCC1)O